(6,7-dimethoxy-3,4-dihydroisoquinolin-2(1H)-yl)-N-(6-mercaptohexyl)pyrimidine-5-carboxamide COC=1C=C2CCN(CC2=CC1OC)C1=NC=C(C=N1)C(=O)NCCCCCCS